ClC=CCCl 1,3-dichloroprop-ene